FC(CN1CC(N(CC1)C(=O)OCC1=CC=CC=C1)C1=CC(=C(C=C1)C(=O)OC)OS(=O)(=O)C(F)(F)F)F Benzyl 4-(2,2-difluoroethyl)-2-(4-(methoxycarbonyl)-3-(((trifluoromethyl)sulfonyl)oxy)phenyl)piperazine-1-carboxylate